tert-butyl 4-(2-(4-(4-((2,6-dioxopiperidin-3-yl)amino)-2,6-difluorophenyl)piperazin-1-yl)ethyl)piperidine-1-carboxylate O=C1NC(CCC1NC1=CC(=C(C(=C1)F)N1CCN(CC1)CCC1CCN(CC1)C(=O)OC(C)(C)C)F)=O